ClC1=C2C(=C(N=N1)N[C@H]1CN(CCC1)C)N=CC=C2 (3R)-N-(5-chloropyrido[2,3-d]pyridazine-8-yl)-1-methylpiperidin-3-amine